D-pantothenate C(CCNC([C@@H](O)C(C)(C)CO)=O)(=O)[O-]